5-oxo-5-(quinolin-3-ylamino)pentanoic acid O=C(CCCC(=O)O)NC=1C=NC2=CC=CC=C2C1